C(C)(C)(C)OC(=O)N1CC2CC(CC(C1)C2)NC(=O)[C@H]2CN(C[C@H](O2)C)C2=C1C=CC=NC1=C(C=C2)C(F)(F)F 7-[[(2R,6R)-6-methyl-4-[8-(trifluoromethyl)-5-quinolinyl]morpholine-2-carbonyl]amino]-3-azabicyclo[3.3.1]nonane-3-carboxylic acid tert-butyl ester